N-(3-chloro-4-(pyridin-2-ylmethoxy)phenyl)-6-nitro-7-(((3aR,5s,6aS)-octahydrocyclopenta[c]pyrrol-5-yl)methoxy)quinazolin-4-amine ClC=1C=C(C=CC1OCC1=NC=CC=C1)NC1=NC=NC2=CC(=C(C=C12)[N+](=O)[O-])OCC1C[C@@H]2[C@@H](CNC2)C1